BrC/C=C/C=1C(=NN(C1Cl)C(C)C)C(F)F (E)-4-(3-bromoprop-1-en-1-yl)-5-chloro-3-(difluoromethyl)-1-isopropyl-1H-pyrazole